1-(1-benzyl-1H-pyrazol-4-yl)-2-bromoethan-1-one C(C1=CC=CC=C1)N1N=CC(=C1)C(CBr)=O